N[C@@H](CCC(=O)N1[C@@H](CCC1)C(=O)O)C(=O)O gamma-glutamyl-proline